C(#N)C=1C(=C(C(=NC1)C(=O)NC=1C=C2C(=NNC2=CC1)C=C1COC1)C)C 5-Cyano-3,4-dimethyl-N-(3-(oxetan-3-ylidenemethyl)-1H-indazol-5-yl)picolinamide